ClCC(=O)NC1=C(C=C(C=C1)CC(=O)OC)NCC1=CN=CN1CC Methyl 2-(4-(2-chloroacetamido)-3-(((1-ethyl-1H-imidazol-5-yl)methyl)amino)phenyl)acetate